C(C1=CC=CC=C1)C(CC1=CC=C(C=C1)N1CCOCC1)(CC)N(C)C 2-benzyl-2-(dimethylamino)-1-(4-morpholinophenyl)butane